C1(CC1)CN1N=CC(=C1)S(=O)(=O)NC1(CCN(CC1)C=1C=C2C=NN(C2=CC1C)C1=CC=C(C=C1)F)C 1-(cyclopropylmethyl)-N-(1-(1-(4-fluorophenyl)-6-methyl-1H-indazol-5-yl)-4-methylpiperidin-4-yl)-1H-pyrazole-4-sulfonamide